BrC1=CC=C(S1)C(=O)N[C@@H](C)C1=NC(=NO1)C1=CC(=NC=C1)C(F)(F)F (S)-5-bromo-N-(1-(3-(2-(trifluoromethyl)pyridin-4-yl)-1,2,4-oxadiazol-5-yl)ethyl)thiophene-2-carboxamide